C(C1=CC=CC=C1)N1C(/C(/C2=CC(=CC=C12)C)=C/[N+](=O)[O-])=O (E)-1-benzyl-5-methyl-3-(nitromethylene)indolin-2-one